(S)-3-((2-chloro-5-(1-(difluoromethyl)-1H-pyrazol-3-yl)pyridin-4-yl)oxy)butan-1-ol ClC1=NC=C(C(=C1)O[C@H](CCO)C)C1=NN(C=C1)C(F)F